ClC=1N(N=C2C1N(C(N=C2N2[C@H](CN([C@@H](C2)C)[C@H](C)C=2C=C1N=CC=NC1=CC2)C)=O)C)C2OCCCC2 3-chloro-7-((2S,5R)-2,5-dimethyl-4-((R)-1-(quinoxalin-6-yl)ethyl)piperazin-1-yl)-4-methyl-2-(tetrahydro-2H-pyran-2-yl)-2,4-dihydro-5H-pyrazolo[4,3-d]pyrimidin-5-one